C1(CC1)COC=1C=C(CCC2=CC(NC=C2)OC)C=CC1OC(F)F 4-[3-(cyclopropylmethoxy)-4-(difluoromethoxy)phenethyl]-2-methoxy-1,2-dihydropyridine